CC1=C(C=CC(=C1)C=1N=C(SC1)NC1=CC=C(C=C1)S(N)(=O)=O)S(=O)(=O)N methyl-4-(2-((4-sulfamoylphenyl)amino)thiazol-4-yl)benzenesulfonamide